NC=1C(N(C=CC1)C1=NC=C(C=C1)C)=O 3-amino-1-(5-methyl-2-pyridinyl)pyridin-2-one